C(N)(=N)SCC(C(=O)O)(F)F 3-(carbamimidoyl-sulfanyl)-2,2-difluoro-propanoic acid